2-(2-fluorophenyl)-5-methyl-6-(4-(1H-pyrazol-1-yl)benzyl)isoindolin-1-one FC1=C(C=CC=C1)N1C(C2=CC(=C(C=C2C1)C)CC1=CC=C(C=C1)N1N=CC=C1)=O